ethyloctanedial C(C)C(C=O)CCCCCC=O